6-Chloro-1-(5-chloro-2-(difluoromethoxy)phenyl)-3-methyl-1H-Pyrazolo[4,3-c]pyridine ClC1=CC2=C(C=N1)C(=NN2C2=C(C=CC(=C2)Cl)OC(F)F)C